C(C)P(OC)([O-])([O-])CC Methyl diethylphosphite